tert-butyl (S)-5-amino-4-(5-(6-amino-3-cyano-4-(difluoromethyl) pyridin-2-yl)-1-oxoisoindolin-2-yl)-5-oxopentanoate NC([C@H](CCC(=O)OC(C)(C)C)N1C(C2=CC=C(C=C2C1)C1=NC(=CC(=C1C#N)C(F)F)N)=O)=O